C(C)(C)(C)OC(=O)N1C[C@H](OC[C@H]1C)CO (2S,5R)-2-(hydroxymethyl)-5-methylmorpholine-4-carboxylic acid tert-butyl ester